FC1=C(C(=O)NOC)C=C(C(=C1)F)NC1=NC=NN2C1=C(C(=C2)C=2OC(=CN2)C)C(C)C 2,4-Difluoro-5-[5-isopropyl-6-(5-methyl-oxazol-2-yl)-pyrrolo[2,1-f][1,2,4]triazin-4-ylamino]-N-methoxy-benzamide